FC(=CC(CCCC1=CN(C2=CC=CC=C12)C)C1=CC=CC=C1)F 3-(6,6-difluoro-4-phenylhex-5-en-1-yl)-1-methyl-1H-indole